4-nitropyrazole [N+](=O)([O-])C=1C=NNC1